CC1=NN=C(O1)C1=CC=C(C=C1)C=1C=CC=C2CN(C(C12)=O)C(C(F)(F)F)C(C)(C)O 7-(4-(5-methyl-1,3,4-oxadiazol-2-yl)phenyl)-2-(1,1,1-trifluoro-3-hydroxy-3-methylbutan-2-yl)isoindolin-1-one